ClC=1C=C(C=CC1)[C@@H](C)C=1C=C(SC1C)C(=O)OC |r| rac-Methyl 4-[1-(3-chlorophenyl)ethyl]-5-methylthiophene-2-carboxylate